7-(5-(7-ethyl-7H-imidazo[4,5-c]pyridazin-4-yl)-2-fluorophenyl)-6-methoxy-2H-benzo[b][1,4]oxazine C(C)N1C=NC2=C1N=NC=C2C=2C=CC(=C(C2)C=2C(=CC1=C(OCC=N1)C2)OC)F